C(C)(C)(C)OC(=O)N1CCC(CC1)C1=NC(=CC=C1)OCC=1SC(=CC1)C(C)=O 4-(6-((5-acetylthiophen-2-yl)methoxy)pyridin-2-yl)piperidine-1-carboxylic acid tert-butyl ester